FC1=CC=C(C=C1)CN(C(=O)C=1N(C(C=CC1)=O)CC#C)C1=NN(C=C1)C N-[(4-fluorophenyl)methyl]-N-(1-methyl-1H-pyrazol-3-yl)-6-oxo-1-(prop-2-yn-1-yl)-1,6-dihydropyridine-2-carboxamide